FC(C=1N=C2C(NC(=NN2C1)S(=O)(=O)C)=O)F 6-(Difluoromethyl)-2-methanesulfonyl-3H-imidazo[2,1-f][1,2,4]triazin-4-one